4-Chloro-2,3-dihydrobenzofuran-3-amine ClC1=CC=CC2=C1C(CO2)N